ClC=1C=C(C(=NC1)CN1N=C2N([C@@H](CCC2(F)F)C(=O)N2C[C@H](CC2)F)C1=O)F (5S)-2-[(5-Chloro-3-fluoropyridin-2-yl)methyl]-8,8-difluoro-5-{[(3S)-3-fluoropyrrolidin-1-yl]carbonyl}-5,6,7,8-tetrahydro[1,2,4]triazolo[4,3-a]pyridin-3(2H)-one